(6-trifluoromethyl-pyrimidin-4-yl)-but-3-yn-2-ol FC(C1=CC(=NC=N1)CC(C#C)O)(F)F